NC1=C(C=C(C=C1)N1N=NN=C1)P(C)(C)=O (2-amino-5-(1H-tetrazol-1-yl)phenyl)dimethylphosphine oxide